O=C1NC(CCC1N1C(C2=CC=CC(=C2C1)NCCCCCC(=O)N1CCN(CC1)C1=CC=C(C(=O)N2CCC(CC2)CCCCNC(\C=C\C=2C=NC=CC2)=O)C=C1)=O)=O (E)-N-(4-(1-(4-(4-(6-((2-(2,6-dioxopiperidin-3-yl)-1-oxoisoindoline-4-yl)amino)hexanoyl)piperazin-1-yl)benzoyl)piperidin-4-yl)butyl)-3-(pyridin-3-yl)acrylamide